(3aS,4R,6aR)-4-(4-boronobutyl)-1-((S)-pyrrolidine-2-carbonyl)octahydropyrrolo[3,4-b]pyrrole-4-carboxylic acid dihydrochloride Cl.Cl.B(O)(O)CCCC[C@]1(NC[C@@H]2N(CC[C@@H]21)C(=O)[C@H]2NCCC2)C(=O)O